2'-fluoro-2'-deoxyuridine 5'-triphosphate P(O)(=O)(OP(=O)(O)OP(=O)(O)O)OC[C@@H]1[C@H]([C@H]([C@@H](O1)N1C(=O)NC(=O)C=C1)F)O